Cl.C(C)(C)OC=1C(=CC2=CN(N=C2C1)C1CCN(CC1)CC(=O)O)NC(=O)C1=NC(=CC=C1)C(F)(F)F 2-[4-[6-isopropoxy-5-[[6-(trifluoromethyl)pyridine-2-carbonyl]amino]indazol-2-yl]-1-piperidyl]acetic acid hydrochloride